Methyl-(4-morpholinophenyl)silane C[SiH2]C1=CC=C(C=C1)N1CCOCC1